6-(dimethylphosphoryl)-N-{(1R)-1-[2-fluoro-3-(trifluoromethyl)phenyl]ethyl}-2-methylpyrido[3,4-d]pyrimidin-4-amine CP(=O)(C)C1=CC2=C(N=C(N=C2N[C@H](C)C2=C(C(=CC=C2)C(F)(F)F)F)C)C=N1